C(C)(C)(C)C1=CC=C(C=C1)N1C(N(C(C1=O)(C)C)CC1=C2C(=NC=C1)NC(C2)=O)=O 3-(4-(tert-butyl)phenyl)-5,5-dimethyl-1-((2-oxo-2,3-dihydro-1H-pyrrolo[2,3-b]pyridin-4-yl)methyl)imidazolidine-2,4-dione